C(C)(C)(C)OC(=O)N1CCN(CC1)CC1=CC(=C(C=C1)[N+](=O)[O-])NCC(CCCO)C 4-(3-((5-hydroxyl-2-methylpentyl)amino)-4-nitrobenzyl)piperazine-1-carboxylic acid tert-butyl ester